C(C1=CC=CC=C1)(=O)NC(C1=C(C=C(C(=C1)OC)OC)CCCC(=O)O)C(=O)O 4-(2-(benzamido(carboxy)methyl)-4,5-dimethoxyphenyl)butanoic acid